Racemic-3-(3-chloro-4-fluorophenyl)-1-(1-(1-(ethylamino)isoquinolin-4-yl)ethyl)-1-methylurea ClC=1C=C(C=CC1F)NC(N(C)[C@H](C)C1=CN=C(C2=CC=CC=C12)NCC)=O |r|